ClC=1C=NC(=NC1)OCC12CC(C1)(C2)C(=O)N2N=CCC2C2=CC(=CC(=C2)F)F (3-(((5-chloropyrimidin-2-yl)oxy)methyl)bicyclo[1.1.1]-pentan-1-yl)(5-(3,5-difluoro-phenyl)-4,5-dihydro-1H-pyrazol-1-yl)methanone